C(C)(=O)NCCOC1=C(C=CC(=C1)C(=O)OC)[C@H]1N(CC[C@@H](C1)OCC)CC1=C2C=CN(C2=C(C=C1OC)C)C(=O)OC(C)(C)C tert-butyl 4-(((2S,4S)-2-(2-(2-acetamidoethoxy)-4-(methoxycarbonyl)phenyl)-4-ethoxypiperidin-1-yl)methyl)-5-methoxy-7-methyl-1H-indole-1-carboxylate